NC1=NC=NC2=C(C=CC=C12)C(=O)NC1=C2C=CN=C(C2=CC=C1C)NC1=C(C=CC(=C1)Cl)F 4-amino-N-(1-((5-chloro-2-fluorophenyl)amino)-6-methylisoquinolin-5-yl)quinazoline-8-carboxamide